(S)-6-(cyclopropanecarboxamido)-4-((2-methoxy-3-(1-(tetrahydro-2H-pyran-3-yl)-1H-pyrazol-4-yl)phenyl)amino)pyridazine-3-carboxamide C1(CC1)C(=O)NC1=CC(=C(N=N1)C(=O)N)NC1=C(C(=CC=C1)C=1C=NN(C1)[C@@H]1COCCC1)OC